CC1(C(C=C(C(=C1)NC)NC)C)S(=O)(=O)O 1,2-dimethyl-4,5-dimethylaminobenzenesulfonic acid